1-[4-(1-methyl-1H-pyrazol-4-yl)phenyl]ethan-1-amine CN1N=CC(=C1)C1=CC=C(C=C1)C(C)N